FC=1C=C(C=CC1)NC1=CC=C(C=C1)NC(OCC=1C(=C2C(N(CC2=CC1)C1C(NC(CC1)=O)=O)=O)OC)=O [2-(2,6-dioxopiperidin-3-yl)-4-methoxy-3-oxo-2,3-dihydro-1H-isoindol-5-yl]methyl N-{4-[(3-fluorophenyl)amino]phenyl}carbamate